ClC=1C(=C(C=CC1)NCC1C(N(CCC1=O)C(=O)OC(C)(C)C)=O)OC tert-butyl 3-[(3-chloro-2-methoxyphenyl) aminomethyl]-2,4-dioxopiperidine-1-carboxylate